C(#N)C1=C(C=CC=C1)CN(CC(=O)N(C1=C(C=C(C(=O)O)C=C1)OCC)CC1=CC(=CC(=C1)C1CC1)C1CC1)S(=O)(=O)C1=C(C(=C(C(=C1)F)F)F)F 4-[[2-[(2-cyanophenyl)methyl-(2,3,4,5-tetrafluorophenyl)sulfonyl-amino]acetyl]-[(3,5-dicyclopropylphenyl)methyl]amino]-3-ethoxy-benzoic acid